N1=C(C=CC=C1)C1(CCC1)NC(=O)C=1C=2C[C@@H]3[C@H](C2N(N1)C1=NC=C(C=C1)C#N)C3 (1aR,5aR)-2-(5-Cyano-pyridin-2-yl)-1a,2,5,5a-tetrahydro-1H-2,3-diaza-cyclopropa[a]pentalene-4-carboxylic acid (1-pyridin-2-yl-cyclobutyl)-amide